ClC1=CC=C(C=C1)[C@@H](NC(=O)[C@H]1NC(NC1)=O)C1=NN(C(=C1)C(F)(F)F)C (S)-N-((R)-(4-chlorophenyl)(1-methyl-5-(trifluoromethyl)-1H-pyrazol-3-yl)methyl)-2-oxoimidazolidine-4-carboxamide